7-methyl-5-((5-methyl-4-(phenylamino)pyrimidin-2-yl)amino)benzo[c][1,2]oxaborol-1(3H)-ol CC1=CC(=CC2=C1B(OC2)O)NC2=NC=C(C(=N2)NC2=CC=CC=C2)C